C(C)(=O)N1C2=C(N3C1CNCC3)N=CC(=C2)C(F)(F)F 5-acetyl-3-(trifluoromethyl)-5a,6,8,9-tetrahydropyrido[3',2':4,5]imidazo[1,2-a]pyrazin